Sodium 1,2-Ethanedisulfonate C(CS(=O)(=O)[O-])S(=O)(=O)[O-].[Na+].[Na+]